FC1=C(C(=CC=C1)F)N1CC(C1)C=1C=C2CCC(C2=CC1)N1CCC(CC1)C(=O)O (5-(1-(2,6-difluorophenyl)azetidin-3-yl)-2,3-dihydro-1H-inden-1-yl)piperidine-4-carboxylic acid